bis-vinylbenzylfluorene C(=C)C=1C(=C(C=2CC3=CC=CC=C3C2C1)CC1=CC=CC=C1)C=C